ClC1=C(C=C(C=C1)N1CC(C2=NC(=CC=C21)C(=O)N2CC1(CN(C1)C1=NC=C(C(=O)O)C=C1)C2)(C)C)F 6-(6-(1-(4-chloro-3-fluorophenyl)-3,3-dimethyl-2,3-dihydro-1H-pyrrolo[3,2-b]pyridine-5-carbonyl)-2,6-diazaspiro[3.3]heptan-2-yl)nicotinic acid